2-Chloro-N-[(1R)-1-(1-naphthyl)ethyl]-5-[4-(2,2,2-trifluoroethyl)piperazin-1-yl]benzamide ClC1=C(C(=O)N[C@H](C)C2=CC=CC3=CC=CC=C23)C=C(C=C1)N1CCN(CC1)CC(F)(F)F